BrC=1C=C(OC1SC1=C(C(=CC=C1)Cl)Cl)C(=O)O 4-bromo-5-((2,3-dichlorophenyl)thio)furan-2-carboxylic acid